S1C=NC2=C1C=CC=C2CN2CCC1(CC2)COC2=CC=3C(N(CC3C=C21)C2C(NC(CC2)=O)=O)=O 3-(1'-(benzo[d]thiazol-4-ylmethyl)-7-oxo-5,7-dihydro-2H,6H-spiro[furo[2,3-f]isoindole-3,4'-piperidin]-6-yl)piperidine-2,6-dione